FC=1C(C(=CN2C1C1=CC(=C(C=C1CC2C(C)C)OCCCOC)OC)C(=O)OCC)=O ethyl 1-fluoro-6-isopropyl-10-methoxy-9-(3-methoxypropoxy)-2-oxo-6,7-dihydro-2H-pyrido[2,1-a]isoquinoline-3-carboxylate